C(CCOC1=C(C=C2C(=N1)CN(C2)C(C(=O)O)CC=O)OC)OC2=C(C=C1C(=N2)CN(C1)C(C(=O)O)CC=O)OC (propane-1,3-diylbis(oxy))bis(3-methoxy-5,7-dihydro-6H-pyrrolo[3,4-b]pyridine-2,6-diyl)bis(4-oxobutanoic acid)